ethyl-benzenesulfonic acid C(C)C1=C(C=CC=C1)S(=O)(=O)O